2-methyl-2-propanyl [5-(5-{(6R)-2-[5-chloro-2-(1H-tetrazol-1-yl)phenyl]-4-oxo-4,6,7,8-tetrahydropyrrolo[1,2-a]pyrimidin-6-yl}-4-fluoro-1H-imidazol-2-yl)-6-fluoro-2-pyridinyl]carbamate ClC=1C=CC(=C(C1)C=1N=C2N(C(C1)=O)[C@H](CC2)C2=C(N=C(N2)C=2C=CC(=NC2F)NC(OC(C)(C)C)=O)F)N2N=NN=C2